C1(CC1)CN1C(=CC2=CC=C(C=C12)OC=1C=NC=CC1)C1=NC2=C(N1C)C(=CC(=C2)C(=O)N2[C@@H]1CC[C@H](C2)[C@H]1N)OC (1R,4R,7R)-2-{2-[1-(cyclopropylmethyl)-6-(pyridin-3-yloxy)-1H-indol-2-yl]-7-methoxy-1-methyl-1H-1,3-benzodiazole-5-carbonyl}-2-azabicyclo[2.2.1]heptan-7-amine